P(=O)(OCN1N=CC(=C1)C=1SC=C(N1)C(NC=1C(=NN(C1)C1CCC(CC1)OCC)C1=NC=CC=N1)=O)([O-])[O-].[Na+].[Na+] sodium (4-(4-((1-((1r,4r)-4-ethoxycyclohexyl)-3-(pyrimidin-2-yl)-1H-pyrazol-4-yl)carbamoyl)thiazol-2-yl)-1H-pyrazol-1-yl)methyl phosphate